ClC=1C=C(C=CC1C=1SC=C(C1)C1=C2C(=NC=C1)OC(CO2)CO)C(=O)N2CCC(CC2)O (3-chloro-4-(4-(3-(hydroxymethyl)-2,3-dihydro-[1,4]dioxino[2,3-b]pyridin-8-yl)thiophen-2-yl)phenyl)(4-hydroxypiperidin-1-yl)methanone